CC1OC(C2=CC=CC=C12)=O 3-methyl-isobenzofuran-1(3H)-one